methyl (S)-(1-((5-([1,4'-bipiperidin]-4-yl)-3-methoxypyridin-2-yl)methyl)-7-((1-hydroxyhexan-3-yl)amino)-1H-pyrazolo[4,3-d]pyrimidin-5-yl)carbamate N1(CCC(CC1)C=1C=C(C(=NC1)CN1N=CC=2N=C(N=C(C21)N[C@H](CCO)CCC)NC(OC)=O)OC)C2CCNCC2